Methyl-Vinyl Ether COC=C